2-((6-chloro-2,3-dihydrobenzofuran-5-yl)amino)-7-methyl-9-(tetrahydro-2H-pyran-3-yl)-7,9-dihydro-8H-purin-8-one ClC1=CC2=C(CCO2)C=C1NC1=NC=C2N(C(N(C2=N1)C1COCCC1)=O)C